CC=1C=CC=2N(C=3C=CC(=CC3C2N1)C(=O)N)C1=CC=C(C=C1)C(F)(F)F 2-methyl-5-[4-(trifluoro-methyl)phenyl]-5H-pyrido[3,2-b]indole-8-carboxamide